(3R,4S)-4-methyl-3-{5-methyl-2-[trans-4-(trifluoromethyl)cyclohexyl]pyrazolo[1,5-a]pyrimidin-7-yl}piperidine-1-carboxylic acid methyl ester COC(=O)N1C[C@@H]([C@H](CC1)C)C1=CC(=NC=2N1N=C(C2)[C@@H]2CC[C@H](CC2)C(F)(F)F)C